ClC1=CC=C(C(=N1)NS(=O)(=O)C)O[C@H](C)C=1C=C(C=C2C(C(=C(OC12)C=1C=NN(C1)C)C)=O)C N-[6-Chloro-3-[(1R)-1-[3,6-dimethyl-2-(1-methylpyrazol-4-yl)-4-oxo-chromen-8-yl]ethoxy]-2-pyridyl]methanesulfonamide